sulfur Hexafluorophosphate F[P-](F)(F)(F)(F)F.[S+2].F[P-](F)(F)(F)(F)F